chloro-5-methoxy-6-(morpholin-4-yl)pyrimidine-2-carbonitrile ClC1=NC(=NC(=C1OC)N1CCOCC1)C#N